(2R,3S)-3-((2-(6-chloro-3-methoxyquinolin-8-yl)-6-fluorothiazolo[5,4-b]pyridin-5-yl)oxy)butan-2-yl (2-(3-hydroxy-3-methylbutoxy)pyridin-4-yl)carbamate OC(CCOC1=NC=CC(=C1)NC(O[C@H](C)[C@H](C)OC1=C(C=C2C(=N1)SC(=N2)C=2C=C(C=C1C=C(C=NC21)OC)Cl)F)=O)(C)C